2-(3-(4-bromophenyl)-6-methyl-2-oxotetrahydropyrimidin-1(2H)-yl)-4-methylthiazole-5-sulfonic acid BrC1=CC=C(C=C1)N1C(N(C(CC1)C)C=1SC(=C(N1)C)S(=O)(=O)O)=O